methyl (S)-4-(((1-(3-methoxyphenyl)propan-2-yl)imino)methyl)benzoate COC=1C=C(C=CC1)C[C@H](C)N=CC1=CC=C(C(=O)OC)C=C1